FC=1C=CC2=C(NC(=NS2(=O)=O)NCC2=CC(=CC=C2)F)C1[C@H](C)CC(C)C (R)-6-fluoro-3-((3-fluorobenzyl)amino)-5-(4-methylpentan-2-yl)-4H-benzo[e][1,2,4]thiadiazine 1,1-dioxide